2,2,6,6-tetramethyl-1-oxido-piperidine CC1(N(C(CCC1)(C)C)[O-])C